N=1C=C(N2N=CC=CC21)N imidazo[1,2-b]pyridazin-3-amine